ClC1=NC=C(C(=N1)NCC1=CC=C(C=C1)F)C(=O)N 2-chloro-4-((4-fluorobenzyl)amino)pyrimidin-5-carboxamide